triethyleneglycol-bis-[3-(3-t-butyl 4-hydroxy-5-methylphenyl)propionate] C(C)(C)(C)C=1C=C(C=C(C1O)C)CCC(=O)OCCOCCOCCOC(CCC1=CC(=C(C(=C1)C)O)C(C)(C)C)=O